FC(C1=C(C=C2CCCN(C2=C1)C1=C(C(N(C2=CC(=NC=C12)N1CC(CC1)O)C)=O)C)C=1C=NN(C1)C)F (7-(difluoromethyl)-6-(1-methyl-1H-pyrazol-4-yl)-3,4-dihydroquinolin-1(2H)-yl)-7-(3-hydroxypyrrolidin-1-yl)-1,3-dimethyl-1,6-naphthyridin-2(1H)-one